6-Bromoimidazo[1,2-b]Pyridazine BrC=1C=CC=2N(N1)C=CN2